tert-butyl (6S)-2-bromo-6-methyl-3-(pyridin-4-yl)-6,7-dihydropyrazolo[1,5-a]pyrazine-5(4H)-carboxylate BrC1=NN2C(CN([C@H](C2)C)C(=O)OC(C)(C)C)=C1C1=CC=NC=C1